BrC1=CC2=CN(N=C2C=C1OC1CCC1)C12COC(C1)(C2)COC 5-bromo-6-cyclobutoxy-2-(1-(methoxymethyl)-2-oxabicyclo[2.1.1]hexan-4-yl)-2H-indazole